CS(=O)(=O)C1=CC=C(C=C1)C#CC1=CC=C(OC2=C(N=NN2)C(=O)O)C=C1 5-(4-(2-(4-(Methylsulfonyl)phenyl)ethynyl)phenoxy)-1H-1,2,3-triazole-4-carboxylic acid